2-(4-aminobenzyl)-3-methylisoindolin-1-one NC1=CC=C(CN2C(C3=CC=CC=C3C2C)=O)C=C1